ClC1=C(C=C(C=C1)N1N=C(C2=NC(=CC=C21)C(=O)N2CC(C(CC2)C(=O)O)(C)C)CC(C)C)F 1-(1-(4-chloro-3-fluorophenyl)-3-isobutyl-1H-pyrazolo[4,3-b]pyridine-5-carbonyl)-3,3-dimethylpiperidine-4-carboxylic acid